4-[5-(cyclopent-1-en-1-yl)-2-nitrophenoxy]-1-methylpiperidine C1(=CCCC1)C=1C=CC(=C(OC2CCN(CC2)C)C1)[N+](=O)[O-]